2-n-Butylaminoethan C(CCC)NCC